(2-Chloro-3-methoxy-phenyl)-[(7S)-3-[3-chloro-5-(1-methylsulfonylcyclopropyl)phenyl]-2,7-dimethyl-5,7-dihydro-4H-pyrazolo[3,4-c]pyridin-6-yl]methanone ClC1=C(C=CC=C1OC)C(=O)N1[C@H](C=2C(CC1)=C(N(N2)C)C2=CC(=CC(=C2)C2(CC2)S(=O)(=O)C)Cl)C